rac-Methyl 2-(4-((2H-tetrazol-2-yl)methyl)phenyl)-2-(3-oxocyclopentyl)acetate N=1N(N=NC1)CC1=CC=C(C=C1)C(C(=O)OC)C1CC(CC1)=O